1-(3-chlorophenyl)-3-[(1S)-1-(2-pyrimidin-2-yl-1,2,4-triazol-3-yl)ethyl]urea ClC=1C=C(C=CC1)NC(=O)N[C@@H](C)C=1N(N=CN1)C1=NC=CC=N1